C(CCCCCCC)OC(CCCCCCC\C=C/CCCCCCCC)=O Octyloleat